C(C)OC(=O)C=1N=C2N(N=C(C=C2N2[C@H](CN([C@@H](C2)CC)CC2=CC=CC=C2)CC)Cl)C1 8-((2S,5R)-4-benzyl-2,5-diethylpiperazin-1-yl)-6-chloroimidazo[1,2-b]pyridazine-2-carboxylic acid ethyl ester